N-methyl-1,2,3,4-tetrahydroisoquinolin-7-amine CNC1=CC=C2CCNCC2=C1